cis-N-(1-(tert-butyl)-5-(4-hydroxytetrahydrofuran-2-yl)-1H-pyrazol-3-yl)-3-(cyclopropoxymethyl)-1-methyl-1H-pyrazole-5-carboxamide C(C)(C)(C)N1N=C(C=C1[C@@H]1OC[C@@H](C1)O)NC(=O)C1=CC(=NN1C)COC1CC1